BrC=1C=NC(=NC1)N1C[C@H](CCC1)F (S)-5-bromo-2-(3-fluoropiperidin-1-yl)pyrimidine